C[C@H]1[C@H]([C@H]([C@@H]([C@@H](O1)O[C@H](CO)[C@H]([C@@H]([C@@H](CO)O)O)O)O)O)O The molecule is an alpha-L-fucoside resulting from the formal condensation of the hydroxy group at position 2 of D-mannitol with alpha-L-fucose. It is an alpha-L-fucoside and a glycosyl alditol. It derives from a D-mannitol.